CC=1C(=NC=C(C1)C=1CCSCC1)C(=O)OC1CC(C1)COCC1=CC(=C(C=C1)Cl)C 3-(((4-chloro-3-methylbenzyl)oxy)methyl)cyclobutanol methyl-5-(3,6-dihydro-2H-thiopyran-4-yl)-picolinate